BrC1=CC=C(OC[C@H]2COC[C@@](O2)(C)COC)C=C1 (2R,6R)-6-((4-bromophenoxy)methyl)-2-(methoxymethyl)-2-methyl-1,4-dioxan